(R)-2-(3-((6-((1-(3-(tert-butyl)phenyl)-2,2,2-trifluoroethyl)carbamoyl)-1-isobutyl-2-methyl-1H-indol-3-yl)methyl)phenoxy)-2-methyl-propanoic acid C(C)(C)(C)C=1C=C(C=CC1)[C@H](C(F)(F)F)NC(=O)C1=CC=C2C(=C(N(C2=C1)CC(C)C)C)CC=1C=C(OC(C(=O)O)(C)C)C=CC1